(dimethylamino)phenyldiphenylphosphine tert-Butyl-4-(3-oxopropyl)piperidine-1-carboxylate C(C)(C)(C)OC(=O)N1CCC(CC1)CCC=O.CN(C)C1=C(C=CC=C1)P(C1=CC=CC=C1)C1=CC=CC=C1